FC(C1=NN=C(O1)C=1C=CC(=NC1)CN1N=NC(=C1)C=1C=C(NC)C=CC1)F 3-(1-((5-(5-(difluoromethyl)-1,3,4-oxadiazol-2-yl)pyridin-2-yl)methyl)-1H-1,2,3-triazol-4-yl)-N-methylaniline